7-hydroxy-6-methoxy-1,2,3,4-tetrahydroisoquinoline OC1=C(C=C2CCNCC2=C1)OC